1,5,5,8,8-pentamethyl-5,6,7,8-tetrahydronaphthalen-2-amine CC1=C(C=CC=2C(CCC(C12)(C)C)(C)C)N